3-chloro-N-(1-(5-(3-cyano-6-methoxypyrazolo[1,5-a]pyridin-4-yl)pyridin-2-yl)-4-methylpiperidin-4-yl)-N-methylpicolinamide ClC=1C(=NC=CC1)C(=O)N(C)C1(CCN(CC1)C1=NC=C(C=C1)C=1C=2N(C=C(C1)OC)N=CC2C#N)C